ClC1=NC=CC(=N1)NC1=CC(=NO1)C1=C(C=C(C(=C1)F)OC)F N-(2-Chloropyrimidin-4-yl)-3-(2,5-difluoro-4-methoxyphenyl)isoxazol-5-amine